C#CC#CCC(C(CCCCCCC)O)O 1,3-tetradecadiyne-6,7-diol